C(C1=CC=CC=C1)C1=NN(C(=C1)C1=CC2=C(N=C(S2)NC(C2=CC=C(C=C2)F)=O)C=C1)CC1=CC=C(C=C1)C(NO)=O N-{6-[3-benzyl-1-(4-hydroxycarbamoylbenzyl)-1H-pyrazol-5-yl]benzo[d]thiazol-2-yl}-4-fluorobenzamide